5-(3-fluoro-5-hydroxy-4-(6-(methyl(2,2,6,6-tetramethylpiperidin-4-yl)amino)pyridazin-3-yl)phenyl)-1-methylpyridin-2(1H)-one hydrochloride salt Cl.FC=1C=C(C=C(C1C=1N=NC(=CC1)N(C1CC(NC(C1)(C)C)(C)C)C)O)C=1C=CC(N(C1)C)=O